3-(2,6-difluoro-3,5-dimethoxyphenyl)-7-(1,3-dimethyl-1H-pyrazol-4-yl)-1-(1-(methylsulfonyl)piperidin-4-yl)-3,4-dihydropyrido[4,3-d]pyrimidin-2(1H)-one FC1=C(C(=C(C=C1OC)OC)F)N1C(N(C2=C(C1)C=NC(=C2)C=2C(=NN(C2)C)C)C2CCN(CC2)S(=O)(=O)C)=O